C(C)(=O)N1CCN(CC1)C1=CC=C(C=C1)NC1=NC=C(C(=N1)NC)C(=O)N 2-(4-(4-acetylpiperazin-1-yl)phenylamino)-4-(methylamino)pyrimidine-5-carboxamide